Ethyl 2-morpholinoethane-1-carboxylate O1CCN(CC1)CCC(=O)OCC